(1-{[(tert-butoxy)carbonyl]amino}cyclohexyl)acetic acid C(C)(C)(C)OC(=O)NC1(CCCCC1)CC(=O)O